(E)-3-cyclopropyl-1-phenylpropan-2-en-1-one C1(CC1)/C=C/C(=O)C1=CC=CC=C1